ethyl 2-(2-(4-methyltetrahydro-2H-pyran-4-yl)phenyl)acetate CC1(CCOCC1)C1=C(C=CC=C1)CC(=O)OCC